pyrimidine-2-yl-hydrazine hydrochloride Cl.N1=C(N=CC=C1)NN